C(C)(C)(C)OC(=O)N1C(=CC2(CC(C2)(F)F)CC1)C1=CC=C(C=C1)C#N 6-(4-cyanophenyl)-2,2-difluoro-7-azaspiro[3.5]non-5-ene-7-carboxylic acid tert-butyl ester